S1C(=NC2=C1C=CC=C2)N2C[C@H](CCC2)CN2[C@H]([C@H]([C@@H]([C@H](C2)O)O)O)CO (2S,3R,4R,5S)-1-(((R)-1-(benzo[d]thiazol-2-yl)piperidin-3-yl)methyl)-2-(hydroxymethyl)piperidine-3,4,5-triol